(S)-8-chloro-4-((3-chloro-4-fluorophenyl)amino)-6-(((1-(1-ethylpiperidin-4-yl)-1H-1,2,3-triazol-4-yl)(pyridin-3-yl)methyl)amino)quinoline-3-carbonitrile ClC=1C=C(C=C2C(=C(C=NC12)C#N)NC1=CC(=C(C=C1)F)Cl)N[C@@H](C=1C=NC=CC1)C=1N=NN(C1)C1CCN(CC1)CC